CN1SCCC1=O 2-methyl-2H-isothiazoline-3-on